2-amino-D-mannopyranose N[C@]1(C(O)O[C@@H]([C@H]([C@@H]1O)O)CO)O